FC1=CC=C(C=C1)C1(CC=C(N=C1)C(=O)N)C(=O)NC 5-(4-fluorophenyl)-N5-methylpyridine-2,5-dicarboxamide